methyl (4-nitrophenyl)carboxylate [N+](=O)([O-])C1=CC=C(C=C1)C(=O)OC